C1(=CC=C(C=2C(=CC=C(C12)C(=O)O)C(=O)O)C(O)=N)C(O)=N naphthalene-1,4,5,8-tetracarboxylic acid-diimine